(R)-2-(1-(4-amino-3-(2,3-difluoro-4-methoxyphenyl)-1H-pyrazolo[3,4-d]pyrimidin-1-yl)ethyl)-5-chloro-3-(pyridin-3-yl)quinazolin-4(3H)-one NC1=C2C(=NC=N1)N(N=C2C2=C(C(=C(C=C2)OC)F)F)[C@H](C)C2=NC1=CC=CC(=C1C(N2C=2C=NC=CC2)=O)Cl